S(=O)(=O)([O-])O.[K+].S(=O)(=O)(O)OC1=NC2=CC=CC=C2C=C1 quinolinol sulfate potassium sulfate